N-(7-(Difluoromethoxy)-5-propyl-1-(tetrahydro-2H-pyran-2-yl)-1H-indazol-3-yl)-4-fluorobenzamide FC(OC=1C=C(C=C2C(=NN(C12)C1OCCCC1)NC(C1=CC=C(C=C1)F)=O)CCC)F